Sodium Arsanilate C1=CC(=CC=C1N)[As](=O)(O)[O-].[Na+]